C1(CCCCC1)C=1C=C(C=CC1O)C1(CCCCC1)C1=CC(=C(C=C1)O)C1CCCCC1 4,4-bis(3-cyclohexyl-4-hydroxyphenyl)cyclohexane